C(#N)C=1C=CC(=C2C=CC=NC12)OC1CCC(CC1)NC(=O)C1=CC=C(C=C1)N1[C@@H](C[C@@H](CC1)C(=O)OC)C methyl (2R,4R)-1-(4-(((1r,4R)-4-((8-cyanoquinolin-5-yl)oxy)cyclohexyl)carbamoyl)phenyl)-2-methylpiperidine-4-carboxylate